4-(((2-(3,5-Dichlorophenyl)oxazol-5-yl)methyl)amino)-2-(2,6-Dioxopiperidin-3-yl)isoindolin-1,3-dione ClC=1C=C(C=C(C1)Cl)C=1OC(=CN1)CNC1=C2C(N(C(C2=CC=C1)=O)C1C(NC(CC1)=O)=O)=O